4-cyano-4-(phenylthiocarbonylthio)pentanol C(#N)C(CCCO)(C)SC(=S)C1=CC=CC=C1